[N+]1(=CC=CC=C1)O pyridin-1-ium-1-ol